N1(N=CC=C1)C1=CC=C(C=O)C=C1 4-(pyrazol-1-yl)benzaldehyde